2-(4-(trifluoromethyl)-1H-pyrazol-3-yl)propan-2-ol FC(C=1C(=NNC1)C(C)(C)O)(F)F